OC1=NC2=CC=CC=C2C=C1C=O 2-HYDROXYQUINOLINE-3-CARBALDEHYDE